2-carboxybenzenesulfonate C(=O)(O)C1=C(C=CC=C1)S(=O)(=O)[O-]